CC=1N=C(NC1CCC)C1=CC=CC(=N1)N1CCNCCC1 1-[6-(4-Methyl-5-propyl-1H-imidazol-2-yl)pyridin-2-yl]-1,4-diazepane